1-(6,7-dimethyl-2,3-dihydro-1H-pyrrolo[3,4-c]pyridin-4-yl)-N,N-dimethyl-methylamine, trihydrochloride Cl.Cl.Cl.CC1=C(C2=C(C(=N1)CN(C)C)CNC2)C